C(C)(C)(C)[I+]C1=CC=CC=C1.NC1=CC=2C=C(C=C(C2C=C1)S(=O)(=O)[O-])S(=O)(=O)[O-].C(C)(C)(C)[I+]C1=CC=CC=C1 2-amino-5,7-naphthalenedisulfonic acid, t-butylphenyl-iodonium salt